1-((S)-1-phenylethyl)piperidin C1(=CC=CC=C1)[C@H](C)N1CCCCC1